COC(=O)C=1SC(=C(C1)N(C(C(=O)OCC)=O)C1=CC(=C(C=C1)C)OC1=CC=CC=C1)[N+](=O)[O-].NC[SiH2]C(OC)OC Aminomethyldimethoxymethyl-silan Methyl-4-(2-ethoxy-N-(4-methyl-3-phenoxyphenyl)-2-oxoacetamido)-5-nitrothiophene-2-carboxylate